N1=CN=C(C2=CC3=C(C=C12)OC=CO3)N Dioxino[2,3-g]quinazolin-4-amine